C1(CC1)NCC1=C(N(C2=CC(=CC=C12)C)CC1=C(C=CC=C1)C)C(=O)O 3-[(cyclopropylamino)methyl]-6-methyl-1-[(2-methylphenyl)methyl]-1H-indole-2-carboxylic acid